6-(2-chlorophenyl)-5-ethynyl-2-((3-methoxyphenyl)amino)-8-methylpyrido[2,3-d]pyrimidin-7(8H)-one ClC1=C(C=CC=C1)C1=C(C2=C(N=C(N=C2)NC2=CC(=CC=C2)OC)N(C1=O)C)C#C